Methyl naphthalene-2-yl (4-methylpent-3-en-1-yl)phosphonate CC(=CCCP(OC)(OC1=CC2=CC=CC=C2C=C1)=O)C